1-(2-trifluoromethylphenyl)-6,7-dihydro-1H-pyrazolo[3'',4'':4',5']pyrimido[1',2':1,2]pyrido[3,4-b]indol-4(12H)-one FC(C1=C(C=CC=C1)N1N=CC2=C1N=C1N(CCC3=C1NC1=CC=CC=C31)C2=O)(F)F